6-acetyl-4-(4-methoxy-4-methylpiperidin-1-yl)-2-oxo-1,2-dihydroquinoline-3-carbonitrile C(C)(=O)C=1C=C2C(=C(C(NC2=CC1)=O)C#N)N1CCC(CC1)(C)OC